1,3-dimethyl-xanthine sodium salt [Na].CN1C(=O)N(C=2N=CNC2C1=O)C